FC1=C2C(=CN=CC2=CC=C1)N1C(N(C2=C(C1=O)CC(C2)CF)CC#N)=O 2-(3-(5-fluoroisoquinolin-4-yl)-6-(fluoromethyl)-2,4-dioxo-2,3,4,5,6,7-hexahydro-1H-cyclopenta[d]pyrimidin-1-yl)acetonitrile